Cl.OC1=C(OC2=C(C(=CC=C2C1=O)O)OC)C1=CC=C(C=C1)CN1CCCCC1 3,7-Dihydroxy-8-methoxy-2-(4-(piperidin-1-ylmethyl)phenyl)-4H-chromen-4-one hydrochloride